FC1(CC(CN(C1)C(C1=CC(=CC(=C1)C1=CC=NC=C1)F)=O)C(=O)NC1=CC(=CC=C1)C(F)(F)F)F 5,5-difluoro-1-(3-fluoro-5-(pyridin-4-yl)benzoyl)-N-(3-(trifluoromethyl)phenyl)piperidine-3-carboxamide